O[C@H]1C[C@@H](O[C@@H]1CO)N1C2=NC=NC(=C2N=C1)NC(CNC(CN)=O)=O 1-(2-{9-[(2R,4S,5R)-4-Hydroxy-5-(hydroxymethyl)tetrahydrofur-2-yl]-N-adenineyl}-2-oxoethylamino)-2-amino-1-ethanone